2-[3-(1,3-Benzothiazol-2-ylamino)-4-methyl-6,7-dihydro-5H-pyrido[2,3-c]pyridazin-8-yl]-5-[3-[4-[3-[(3R,5S)-3,5-dimethylpiperazin-1-yl]prop-1-ynyl]-2-fluorophenoxy]propyl]thiazol S1C(=NC2=C1C=CC=C2)NC2=C(C1=C(N=N2)N(CCC1)C=1SC(=CN1)CCCOC1=C(C=C(C=C1)C#CCN1C[C@H](N[C@H](C1)C)C)F)C